CC(C)(O)NCCC methylpropylaminoethanol